FC(C1=CC=C(C=C1)/C=C/C(=O)OC[C@H]1OC([C@@H]([C@H]([C@@H]1O)O)O)OC)(F)F ((2R,3S,4S,5R)-3,4,5-trihydroxy-6-methoxytetrahydro-2H-pyran-2-yl)methyl (E)-3-(4-(trifluoromethyl)phenyl)acrylate